ClC=1C=CC(=C2C=C(N(C12)CCNC1=CC(=NC=N1)C1=CC(=C(C(=O)O)C(=C1)CCC)F)C)F 4-{6-[2-(7-Chloro-4-fluoro-2-methyl-indol-1-yl)-ethylamino]-pyrimidin-4-yl}-2-fluoro-6-propyl-benzoic acid